N-((2R,3R,4R,5S,6S)-6-((7H-purin-6-yl)amino)-4,5-dihydroxy-2-(hydroxymethyl)tetrahydro-2H-pyran-3-yl)-4-aminobutanamide N1=CN=C2N=CNC2=C1N[C@@H]1[C@H]([C@@H]([C@H]([C@@H](O1)CO)NC(CCCN)=O)O)O